N,5-dimethyl-1H-indole CN1C=CC2=CC(=CC=C12)C